2-[(2-{4-[(1-hydroxycyclopropyl)methoxy]pyridin-2-yl}-5H,6H,7H-cyclopenta[d]pyrimidin-4-yl)(methyl)amino]-N-(6-methylpyridin-3-yl)acetamide OC1(CC1)COC1=CC(=NC=C1)C=1N=C(C2=C(N1)CCC2)N(CC(=O)NC=2C=NC(=CC2)C)C